ClC=1C=C(C2=C(N1)N(C=C2)COCC[Si](C)(C)C)NC2CCC2 6-chloro-N-cyclobutyl-1-((2-(trimethylsilyl)ethoxy)methyl)-1H-pyrrolo[2,3-b]pyridin-4-amine